O[C@H]1CN(C[C@@H](C1)NC1=NC=C(C=N1)C(F)(F)F)C1=NC2=C(N1C)C=CC(=C2)C2N(CCCC2)C(C=C)=O 1-(2-(2-((3R,5R)-3-Hydroxy-5-((5-(trifluoromethyl)pyrimidin-2-yl)amino)piperidin-1-yl)-1-methyl-1H-benzo[d]imidazol-5-yl)piperidin-1-yl)prop-2-en-1-one